ethyl 3-{4-chloro-3-[(6-hydroxy-2,2-dioxo-2H-1,2λ6,3-benzoxathiazin-3(4H)-yl)methyl]phenyl}-3-[1-(4-hydroxybutyl)-4-methyl-1H-benzotriazol-5-yl]propanoate ClC1=C(C=C(C=C1)C(CC(=O)OCC)C1=C(C2=C(N(N=N2)CCCCO)C=C1)C)CN1S(OC2=C(C1)C=C(C=C2)O)(=O)=O